OC(C[C@@H]1C(C[C@@H]2N(CCC3=CC(=C(C=C23)OC)OC)C1)=O)(C)C (3S,11bS)-3-(2-hydroxy-2-methylpropyl)-9,10-dimethoxy-3,4,6,7-tetrahydro-1H-pyrido[2,1-a]isoquinolin-2(11bH)-one